ClC1=CC(=C(C=C1)COC1=C(C=CC(=C1)I)F)F 4-chloro-2-fluoro-1-((2-fluoro-5-iodophenoxy)methyl)benzene